C(C1=CC=CC=C1)N(C(COCCCO)(C)C)CC1=CC=CC=C1 3-[2-(dibenzylamino)-2-methyl-propoxy]propan-1-ol